(S)-7-cyclopropyl-3-((2,6-difluoro-3,5-dimethoxyphenyl)ethynyl)-1-(pyrrolidin-3-yl)-1H-pyrazolo[4,3-c]pyridine-4-amine C1(CC1)C=1C2=C(C(=NC1)N)C(=NN2[C@@H]2CNCC2)C#CC2=C(C(=CC(=C2F)OC)OC)F